2,3,5,6-tetrafluoro-4-(trifluoromethoxy)benzenepropanol FC1=C(C(=C(C(=C1F)OC(F)(F)F)F)F)CCCO